ClC=1C=2C(N=C3N(C2C=CC1)C1=CC(=CC=C1C3(C)C)C3CCN(CC3)CCO)=O 4-chloro-10-(1-(2-hydroxyethyl)piperidin-4-yl)-7,7-dimethylindolo[1,2-a]quinazolin-5(7H)-one